1,3-bis(2,2-dimethyl-3-oxopropyl)imidazolidin-2-one CC(CN1C(N(CC1)CC(C=O)(C)C)=O)(C=O)C